1-(1-ethoxyvinyl)-3-fluoro-2-methoxy-4-nitrobenzene C(C)OC(=C)C1=C(C(=C(C=C1)[N+](=O)[O-])F)OC